N-((1S,3r)-3-(4-(2-chlorophenyl)-5-(thiazol-2-yl)-4H-1,2,4-triazol-3-yl)cyclobutyl)-1,5-naphthyridine-4-carboxamide ClC1=C(C=CC=C1)N1C(=NN=C1C=1SC=CN1)C1CC(C1)NC(=O)C1=CC=NC2=CC=CN=C12